C(C)(C)C1=C2C=C(N=CC2=C(C=N1)N1[C@@H]([C@H](C1)CS(=O)(=O)C)C)NC1=NC(=NC=C1)N1C[C@H]([C@@H](CC1)OC)O (3R,4R)-1-(4-(5-isopropyl-8-((2R,3S)-2-methyl-3-(methylsulfonylmethyl)azetidin-1-yl)-2,6-naphthyridin-3-ylamino)pyrimidin-2-yl)-4-methoxypiperidin-3-ol